N2-(1-(p-tolyl)cyclopropyl)oxalamide C1(=CC=C(C=C1)C1(CC1)NC(C(=O)N)=O)C